(5-((3,4,5-Trifluorophenyl)carbamoyl)-4,5,6,7-tetrahydro-[1,2,3]triazolo[1,5-a]pyrazin-3-yl)methyl acetate C(C)(=O)OCC=1N=NN2C1CN(CC2)C(NC2=CC(=C(C(=C2)F)F)F)=O